N1=C(N=CC=C1)C(C(=O)OC)C(=O)OC 1,3-dimethyl 2-(pyrimidin-2-yl)propanedioate